N-methyl-L-norleucine CN[C@@H](CCCC)C(=O)O